N-((1S,3R)-1-(4-bromo-2,6-difluorophenyl)-2-(2-fluoro-2-methylpropyl)-3-methyl-1,2,3,4-tetrahydroisoquinolin-6-yl)-1-cyclopropylmethanesulfonamide BrC1=CC(=C(C(=C1)F)[C@H]1N([C@@H](CC2=CC(=CC=C12)NS(=O)(=O)CC1CC1)C)CC(C)(C)F)F